Potassium tert-butyl N-[2-(trifluoroboraneUIDYL) ethyl]carbamate F[B-](CCNC(OC(C)(C)C)=O)(F)F.[K+]